6-chlorochroman-2-carboxylic acid ClC=1C=C2CCC(OC2=CC1)C(=O)O